N-propenyl-thiazole-4-carboxamide C(=CC)NC(=O)C=1N=CSC1